5-amino-5'-(5'-(2-hydroxyphenyl)-2-oxadiazolyl)-1-isopropyl-3,3-dimethyl-spiro[indoline-2,3'-[3H]-naphtho[2,1-b][1,4]oxazine] NC=1C=C2C(C3(C=NC4=C(O3)C(=CC3=CC=CC=C34)N3OC(=CN3)C3=C(C=CC=C3)O)N(C2=CC1)C(C)C)(C)C